rac-(3aR,5r,6aS)-5-benzyl-2-(2-hydroxy-2-(5-hydroxypyridin-2-yl)ethyl)octahydrocyclopenta[c]pyrrol-5-ol C(C1=CC=CC=C1)C1(C[C@@H]2[C@@H](CN(C2)CC(C2=NC=C(C=C2)O)O)C1)O |r|